OC1=CC=C(C=C1)C(=O)C1=C(N(C2=CN=CC=C21)C)C(C)C (4-hydroxyphenyl)(2-isopropyl-1-methyl-1H-pyrrolo[2,3-c]pyridin-3-yl)methanone